FC1=CC=C(C=C1)N1N=C(C2=CC=CC=C2C1=O)C1=CC=C(C=C1)\C=[N+](/C)\[O-] (E)-1-(4-(3-(4-fluorophenyl)-4-oxo-3,4-dihydrophthalazin-1-yl)phenyl)-N-methylmethanimine oxide